O=C1N(CC2=C(C=CC=C12)N(CCCCNCCC1=CC=CC=C1)CCCCC)C1C(NC(CC1)=O)=O 3-(1-oxo-4-(pentyl(4-(phenethylamino)butyl)amino)isoindolin-2-yl)piperidine-2,6-dione